1-((4-methoxyphenyl)diphenylmethyl)ethane-1,2-diamine COC1=CC=C(C=C1)C(C(CN)N)(C1=CC=CC=C1)C1=CC=CC=C1